FC1(CCC=2C=C3N(C2C1=O)C=CNC3=O)F 7,7-difluoro-8,9-dihydropyrazino[1,2-a]indole-1,6(2H,7H)-dione